ClC1=C(C=C(C(=O)N(C2=C(C=CC=C2)OCCC(N2CCNCC2)=O)C)C=C1)C=1C=NC(=CC1C#N)C(F)(F)F 4-Chloro-3-(4-cyano-6-trifluoromethyl-pyridin-3-yl)-N-methyl-N-[2-(3-oxo-3-piperazin-1-yl-propoxy)-phenyl]-benzamide